OC(CC(=O)OC)CCCCCCCCC 3-HYDROXYDODECANOIC ACID, METHYL ESTER